C(#N)C1=CC(=C(C=C1)COC=1C=C(C(=O)N2CCN(CC2)CC2=NC3=C(N2C[C@H]2OCC2)C=C(C=C3)C(=O)O)C=CC1)F 2-[(4-{3-[(4-cyano-2-fluorophenyl)methoxy]benzoyl}piperazin-1-yl)methyl]-1-{[(2S)-oxetan-2-yl]methyl}-1H-1,3-benzodiazole-6-carboxylic acid